3-(5'-Fluoro-4-methyl-[3,4'-bipyridin]-2'-yl)-5-(4-fluoropyridin-2-yl)-1,2,4-oxadiazole FC=1C(=CC(=NC1)C1=NOC(=N1)C1=NC=CC(=C1)F)C=1C=NC=CC1C